((6-methyl-4-(methylsulfanyl)-2-oxo-1,2-dihydropyridin-3-yl)methyl)-2-(1-(methylsulfonyl)piperidin-4-yl)benzo[d][1,3]dioxazole-5-carboxamide CC1=CC(=C(C(N1)=O)CC1=C(C=CC=2ON(OC21)C2CCN(CC2)S(=O)(=O)C)C(=O)N)SC